6-bromo-2-(2,5-dimethyl-1H-pyrrol-1-yl)-8-fluoro-[1,2,4]triazolo[1,5-a]pyridine BrC=1C=C(C=2N(C1)N=C(N2)N2C(=CC=C2C)C)F